CC1(OB(OC1(C)C)\C=C\[C@@H]1CC[C@H](CC1)C(F)(F)F)C 4,4,5,5-Tetramethyl-2-((E)-2-(trans-4-(trifluoromethyl)cyclohexyl)vinyl)-1,3,2-dioxaborolane